NC1=NC2=CC=C(C=C2C=C1C)C(=O)N(CC1=NC=C(C=C1)C(F)(F)F)[C@H](C)C1=NC=CC=N1 2-amino-3-methyl-N-((1R)-1-(2-pyrimidinyl)ethyl)-N-((5-(trifluoromethyl)-2-pyridinyl)methyl)-6-quinolinecarboxamide